5-methyl-6-(3-(4-methyl-3-oxopiperazin-1-yl)-7,8-dihydro-1,6-naphthyridin-6(5H)-yl)pyridazine-3-carbonitrile CC=1C=C(N=NC1N1CC=2C=C(C=NC2CC1)N1CC(N(CC1)C)=O)C#N